C1(=CC=CC=C1)S(=O)(=O)N1N=C(C=C1C(=O)N)C1=CC(=C(C(=C1)OC)OC)OC (phenylsulfonyl)-3-(3,4,5-trimethoxyphenyl)-1H-pyrazole-5-carboxamide